CC1=CC=C(C=C1)S(=O)(=O)N=S(C1=CC=CC=C1)C1=CC=CC=C1 N-(4-methylbenzenesulfonyl)diphenylsulfilimine